CC(CCCCCCCCCCCCCCC(=O)O)C.C(C(O)CO)OCC(O)CO glyceryl ether mono-16-methylheptadecanoate